C(CC)C=1N=C(SC1)NS([O-])(=O)=O.[Na+] Sodium N-(4-propyl-1,3-thiazol-2-yl)sulfamate